1,4,10-Trioxadispiro[4.2.4.2]tetradecan-9-one O1CCOC12CCC1(C(OCC1)=O)CC2